nonadienal CCCCC=CC=CC=O